copper tetra(acetonitrile) C(C)#N.C(C)#N.C(C)#N.C(C)#N.[Cu]